FC(CN1[C@@H](C=2NC3=CC=CC=C3C2C[C@H]1C)C=1SC(=C(C1)C)CC1CN(C1)CCCF)(C)C (1S,3R)-2-(2-Fluoro-2-methylpropyl)-1-(5-((1-(3-fluoropropyl)azetidin-3-yl)methyl)-4-methylthiophen-2-yl)-3-methyl-2,3,4,9-tetrahydro-1H-pyrido[3,4-b]indole